(pyridine-4-carbonyl)-piperidin N1=CC=C(C=C1)C(=O)N1CCCCC1